N-(2-Aminophenyl)methanesulfonamide CS(=O)(=O)NC1=CC=CC=C1N